C1(=CC=CC=C1)C1=C(C=CC=C1)C1=C(C(=C(C(=C1C1=C(C=CC=C1)C1=CC=CC=C1)C1=C(C=CC=C1)C1=CC=CC=C1)C1=C(C=CC=C1)C=1C(=CC=CC1)C1=CC=CC=C1)N)N (phenyl)di(biphenylyl)(terphenyl-yl)biphenyldiamine